Trans-2,6-nonanediol CC(CCCC(CCC)O)O